2-(2,3-dichloro-4-(2-methylenebutanoyl)phenoxy)-N-(1H-indazol-5-yl)acetamide ClC1=C(OCC(=O)NC=2C=C3C=NNC3=CC2)C=CC(=C1Cl)C(C(CC)=C)=O